5-(3-cyclopropylphenoxy)-2-methyl-3-oxo-pyridazine-4-carboxylic acid C1(CC1)C=1C=C(OC2=C(C(N(N=C2)C)=O)C(=O)O)C=CC1